C(C)NCCO 2-(ethylamino)ethanol